OC1=C(C(=O)C2=CC=C(C=C2)OC(C)C)C=CC(=C1)OC(C)C 2-hydroxy-4,4'-diisopropyloxybenzophenone